7-[5-[bis(chloroethyl)-amino]-1-methylbenzimidazol-2-yl]-N-hydroxy-heptanamide ClCCN(C1=CC2=C(N(C(=N2)CCCCCCC(=O)NO)C)C=C1)CCCl